N-(5-(5-(difluoromethyl)-1,3,4-oxadiazol-2-yl)pyrimidin-2-yl)-7-fluoro-4-phenyl-1H-benzo[d]imidazol-6-amine FC(C1=NN=C(O1)C=1C=NC(=NC1)NC=1C=C(C2=C(NC=N2)C1F)C1=CC=CC=C1)F